FC1=C(C(=O)N(OC)C(COC2=C(C=CC(=C2)C)C(C)C)C)C=CC=C1 2-fluoro-N-(1-(2-isopropyl-5-methylphenoxy)propan-2-yl)-N-methoxybenzamide